FC1=C(C=CC(=C1F)OC)C1=CN=C2N1C=CN=C2NC2=CC(=C(C(=O)N[C@H](C(=O)NCCNC)C)C=C2)CC 4-[[3-(2,3-difluoro-4-methoxy-phenyl)imidazo[1,2-a]pyrazin-8-yl]amino]-2-ethyl-N-[(1S)-1-methyl-2-[2-(methylamino)ethylamino]-2-oxo-ethyl]benzamide